BrC=1C(=C(C=CC1)NC(CN(C(CN1N=C(C2=CC=CC=C12)C(=O)N)=O)C(C)C)=O)F 1-(2-((2-((3-bromo-2-fluorophenyl)amino)-2-oxoethyl)(isopropyl)amino)-2-oxoethyl)-1H-indazole-3-carboxamide